C(C)(C)(C)NC(CN(C=1C2=C(N=C(N1)C1=NC=CC(=C1)O[C@@H]1COCC1)CCC2)C)=O N-tert-butyl-2-[methyl(2-{4-[(3S)-oxolan-3-yloxy]pyridin-2-yl}-5H,6H,7H-cyclopenta[d]pyrimidin-4-yl)amino]acetamide